N-(4-((2-(1,1-difluoroethyl)-6-(7-fluoro-2-methyl-2H-indazol-5-yl)pyrimidin-4-yl)amino)-5-methoxypyridin-2-yl)acetamide FC(C)(F)C1=NC(=CC(=N1)NC1=CC(=NC=C1OC)NC(C)=O)C1=CC2=CN(N=C2C(=C1)F)C